BrC=1C=NC(=NC1)N1C[C@@H](N(CC1)C1=NC=CC=N1)CO (R)-(4-(5-bromopyrimidin-2-yl)-1-(pyrimidin-2-yl)piperazin-2-yl)methanol